FC1=CC=C2C(=C1)OC(C1=C2NC2=C(C=C(C=C12)F)F)CC1(COC1)O 3-({3,8,10-trifluoro-6H,11H-chromeno[4,3-b]indol-6-yl}methyl)oxetan-3-ol